3-phenyl-6-methyl-1,2,4,5-tetrazine C1(=CC=CC=C1)C=1N=NC(=NN1)C